C(C)(=O)OCC(O)CO monoglycerol acetate